tributyl-8-hydroxyoctylphosphonium C(CCC)[P+](CCCCCCCCO)(CCCC)CCCC